FC1=CC2=C(C(N(CCO2)C=2C=NC=CC2)=O)C=C1 8-fluoro-4-(3-pyridyl)-3,4-dihydrobenzo[f][1,4]oxazepine-5(2H)-one